5-(4-aminophenyl)-7-cyclopentyl-7H-pyrrolo[2,3-d]pyrimidin-4-amine NC1=CC=C(C=C1)C1=CN(C=2N=CN=C(C21)N)C2CCCC2